tert-butyl 4-[6-methoxy-5-[[6-(trifluoromethyl) pyridine-2-carbonyl]amino]indazol-2-yl]piperidine-1-carboxylate COC=1C(=CC2=CN(N=C2C1)C1CCN(CC1)C(=O)OC(C)(C)C)NC(=O)C1=NC(=CC=C1)C(F)(F)F